(R)-5-(2,6-dichloro-4-(6-(difluoromethyl)-3,5-dioxo-4,5-dihydro-1,2,4-triazin-2(3H)-yl)phenoxy)-2-hydroxy-N-(1-(methylsulfonyl)pyrrolidin-3-yl)benzenesulfonamide ClC1=C(OC=2C=CC(=C(C2)S(=O)(=O)N[C@H]2CN(CC2)S(=O)(=O)C)O)C(=CC(=C1)N1N=C(C(NC1=O)=O)C(F)F)Cl